4-((3-(3-bromophenyl)-2-oxotetrahydropyrimidin-1(2H)-yl)methyl)piperidin BrC=1C=C(C=CC1)N1C(N(CCC1)CC1CCNCC1)=O